COC(=O)C1(N=C2C(=NC1)C(=CC(N2C2=CC=C(C=C2)C(C)O)=O)N)C(F)(F)F 8-Amino-5-(4-(1-hydroxyethyl)phenyl)-3-trifluoromethyl-6-oxo-pyrido[3,2-b]pyrazine-3-carboxylic acid methyl ester